6-((5-isopropyl-8-((2r,3s)-2-methyl-3-((methylsulfonyl)methyl)azetidin-1-yl)isoquinolin-3-yl)amino)nicotinonitrile C(C)(C)C1=C2C=C(N=CC2=C(C=C1)N1[C@@H]([C@H](C1)CS(=O)(=O)C)C)NC1=NC=C(C#N)C=C1